1-((1S,4S)-5-(4-((5-fluoro-6-methoxypyridin-3-yl)amino)pyrido[3,2-d]pyrimidin-6-yl)-2,5-diazabicyclo[2.2.1]heptan-2-yl)prop-2-en-1-one FC=1C=C(C=NC1OC)NC=1C2=C(N=CN1)C=CC(=N2)N2[C@@H]1CN([C@H](C2)C1)C(C=C)=O